FC=1C(=C(C=C(C1)CC(C)(C)F)N1C[C@@H](N(CC1)CC=1N=NC=CC1)C)C=1N=NNN1 3-(((2S)-4-[3-fluoro-5-(2-fluoro-2-methylpropyl)-2-(2H-1,2,3,4-tetrazol-5-yl)phenyl]-2-methylpiperazin-1-yl)methyl)pyridazine